BrCC1=CC2=C(C3=CN(N=C3CC2)C(C(=O)OCC)C(C)C)C=C1 ethyl 2-(7-(bromomethyl)-4,5-dihydro-2H-benzo[e]indazol-2-yl)-3-methylbutanoate